BrC=1C(=CC(=NC1)P(=O)(C)C)C 5-bromo-2-dimethylphosphoryl-4-methylpyridine